N-((1,2,3,5,6,7-Hexahydro-s-indacen-4-yl)carbamoyl)-1-iso-propyl-piperidine-3-sulfonamide, potassium salt [K].C1CCC2=C(C=3CCCC3C=C12)NC(=O)NS(=O)(=O)C1CN(CCC1)C(C)C